CC1=CC=C(C=C1)S(=O)(=O)O.F[C@@H]1[C@@H](C1)N (1R,2S)-2-fluorocyclopropan-1-amine para-toluenesulfonate